C(CCCCCCCCCC=CCCCCCCCC)(=O)OCCCCCCCCCCCCCCCCCCCCCC(CC)C 22-methyllignoceryl eicos-11-enoate